C1(=CC=CC=C1)C1(CNCC1)NS(=O)(=O)C1=CC=C(C=C1)OC(F)(F)F N-(3-phenylpyrrolidin-3-yl)-4-(trifluoromethoxy)benzenesulfonamide